(5-(trifluoromethyl)pyrazin-2-yl)methanol FC(C=1N=CC(=NC1)CO)(F)F